(R)-1-(5-(4-(trifluoromethyl)phenyl)-1,2,3,4-tetrahydroisoquinolin-8-yl)pyrrolidine-3-carboxamide hydrochloride Cl.FC(C1=CC=C(C=C1)C1=C2CCNCC2=C(C=C1)N1C[C@@H](CC1)C(=O)N)(F)F